N1(C=NC=C1)C1=CC(=NC=C1)C(=O)NC1CC(OCC1)C 4-(1H-imidazol-1-yl)-N-(2-methyltetrahydro-2H-pyran-4-yl)picolinamide